(E)-tert-butyl-(2-chloro-4-((cyclooct-4-en-1-yloxy)methyl)phenoxy)dimethylsilane C(C)(C)(C)[Si](C)(C)OC1=C(C=C(C=C1)COC1CC\C=C\CCC1)Cl